C(C)(C)(C)C=1C=CC2=C(N=C(O2)C=2C(=C(C=CC2N)N)OC)C1 (5-tert-butylbenzo[d]oxazol-2-yl)-2-methoxybenzene-1,4-diamine